(7S,12bS)-7,8,9-trifluoro-1H,2H,3H,4H,6H,7H,12H,12bH-indolo[2,3-a]quinolizin F[C@H]1C2=C([C@@H]3CCCCN3C1)NC1=CC=C(C(=C12)F)F